beta-oxo-1-piperidinepropionitrile, 2-hydroxy-1,2,3-propanetricarboxylic acid salt OC(CC(=O)O)(CC(=O)O)C(=O)O.O=C(CC#N)N1CCCCC1